C1(CC1)C1=CC2=C(N(C(N=C2N2[C@H](CN(CC2)C(=O)[O-])C)=O)C=2C(=NC=CC2C)C(C)C)N=C1C1=C(C=C(C=C1)F)OC (S)-4-(6-cyclopropyl-7-(4-fluoro-2-methoxyphenyl)-1-(2-isopropyl-4-methylpyridine-3-yl)-2-oxo-1,2-dihydropyrido[2,3-d]pyrimidin-4-yl)-3-methylpiperazine-1-carboxylate